C(C)N(CC)CC.[Si](C)(C)(C(C)(C)C)OCC[C@@H](NC(=O)N1C(C(N(CC1)CC)=O)=O)C(=O)O O-(tert-butyldimethylsilyl)-N-(4-ethyl-2,3-dioxopiperazine-1-carbonyl)-D-homoserine triethyl-amine salt